tertiary butyl-n-propyl-dimethoxysilane C(C)(C)(C)[Si](OC)(OC)CCC